CC[C@H]([C@@H](CCCCCC)O)O (3R,4R)-decane-3,4-diol